O[C@](CN1N=CC(=C1)C#N)(C)[C@H]1CC[C@H]2[C@@H]3CC[C@@H]4C[C@](CC[C@@]4([C@H]3CC[C@]12C)C)(CCC)O 1-((R)-2-hydroxy-2-((3R,5R,8R,9S,10S,13S,14S,17S)-3-hydroxy-10,13-dimethyl-3-propylhexadecahydro-1H-cyclopenta[a]phenanthren-17-yl)propyl)-1H-pyrazole-4-carbonitrile